ClC1=C(C=CC=C1C1=NN2C(C(N(C(=C2)C)CCNC2CC(C2)O)=O)=C1)C1=C(C(=CC=C1)C1=NN2C(C(N(C(=C2)C)CCNC2CC(C2)O)=O)=C1)Cl 2,2'-(2,2'-dichloro-[1,1'-biphenyl]-3,3'-diyl)bis(5-(2-(((1s,3s)-3-hydroxycyclobutyl)amino)ethyl)-6-methylpyrazolo[1,5-a]pyrazin-4(5H)-one)